BrC=1C=C2C(=NNC2=NC1)C1=CC(=NC=C1)F 5-bromo-3-(2-fluoropyridin-4-yl)-1H-7-azaindazole